2-(7-((2S,5R)-2,5-diethyl-4-(1-(quinolin-2-yl)ethyl)piperazin-1-yl)-4-methyl-5-oxo-4,5-dihydro-2H-pyrazolo[4,3-b]pyridin-2-yl)acetonitrile C(C)[C@@H]1N(C[C@H](N(C1)C(C)C1=NC2=CC=CC=C2C=C1)CC)C=1C=2C(N(C(C1)=O)C)=CN(N2)CC#N